(S)-N-hydroxy-4-(4-hydroxyphenyl)-3-(4-((N-methyl-5-phenylthiophene-2-sulfonamido)methyl)-1H-1,2,3-triazol-1-yl)butanamide ONC(C[C@H](CC1=CC=C(C=C1)O)N1N=NC(=C1)CN(S(=O)(=O)C=1SC(=CC1)C1=CC=CC=C1)C)=O